1,1,1,3,3,3-hexafluoro-2-(fluoromethoxy)propane-d3 [2H]C([2H])(OC([2H])(C(F)(F)F)C(F)(F)F)F